The molecule is a diterpene lactone isolated from Podocarpus latifolius and has been shown to exhibit inhibitory activity against activator protein 1 (AP-1). It has a role as a metabolite and an AP-1 antagonist. It is a diterpene lactone, a gamma-lactone, an epoxide, a delta-lactone and an organic heterohexacyclic compound. CC(C)[C@@H]1[C@]23[C@H](O2)[C@@H]4[C@H]5[C@]([C@H]([C@@H]6[C@H]([C@@]5(C3=CC(=O)O1)C)O6)O)(C(=O)O4)C